6-(2-aminopyrimidine-4-yl)isoindoline NC1=NC=CC(=N1)C1=CC=C2CNCC2=C1